FC(CNCC1=C(C=CC(=N1)NC=1C=CC(=C2CNC(C12)=O)C1=CN=C2N1C=CC(=C2)F)[C@H]2COCC2)F (S)-7-((6-(((2,2-difluoro-ethyl)amino)methyl)-5-(tetrahydrofuran-3-yl)pyridin-2-yl)amino)-4-(7-fluoroimidazo[1,2-a]pyridin-3-yl)isoindolin-1-one